OC=1C=C(C=CC1)C1(B(CCCCCCC1)C1=CC(=CC=C1)O)C1=CC(=CC=C1)O tri-(3-hydroxyphenyl)boronAn